CN1C[C@H](CCC1)CN1C2=CC=CC=C2SC=2C=CC=CC12 10-{[(3S)-1-Methyl-3-piperidinyl]methyl}-10H-phenothiazine